7-(8-methoxy-2-methyl-imidazo[1,2-b]pyridazin-6-yl)-2-[(3R,4S)-3-fluoro-4-piperidinyl]thiazolo[3,2-a]pyrimidin-5-one COC=1C=2N(N=C(C1)C=1N=C3N(C(C1)=O)C=C(S3)[C@@H]3[C@H](CNCC3)F)C=C(N2)C